1,1,1,2,7-pentafluoro-4,4-bis(trifluoromethyl)heptane-3,5-dione FC(C(C(C(C(CCF)=O)(C(F)(F)F)C(F)(F)F)=O)F)(F)F